(((cycloHexyloxy)carbonyl)oxy)propionic acid C1(CCCCC1)OC(=O)OC(C(=O)O)C